N1(C=NC=C1)C(=O)NCCCC(CCCNC(=O)N1C=NC=C1)(NC(C(F)(F)F)=O)CCCNC(=O)N1C=NC=C1 N-[7-(imidazole-1-carbonylamino)-4-[3-(imidazole-1-carbonylamino)propyl]-4-[(2,2,2-trifluoroacetyl)amino]heptyl]imidazole-1-carboxamide